1-(4-(6-(Benzyloxy)-2-isobutyl-3,4-dihydronaphthalen-1-yl)phenyl)-4-(dimethoxymethyl)piperidine 4-(1,1,2-trimethyl-1H-benzo[e]indolium-3-yl)butane-1-sulfonate CC1(C(=[N+](C=2C=CC3=C(C12)C=CC=C3)CCCCS(=O)(=O)[O-])C)C.C(C3=CC=CC=C3)OC=3C=C1CCC(=C(C1=CC3)C3=CC=C(C=C3)N3CCC(CC3)C(OC)OC)CC(C)C